6-bromo-2,1'-binaphthyl BrC=1C=C2C=CC(=CC2=CC1)C1=CC=CC2=CC=CC=C12